NCCC(CCCCC)(C(C)=O)C(C)=O 1-amino-3,3-diacetyl-octane